1-((Trans)-4-((7-(2-(4-isobutylphenyl)propanoyl)-7H-pyrrolo[2,3-d]pyrimidin-4-yl)(methyl)amino)cyclohexyl)-N-methyl-methanesulfonamide C(C(C)C)C1=CC=C(C=C1)C(C(=O)N1C=CC2=C1N=CN=C2N([C@@H]2CC[C@H](CC2)CS(=O)(=O)NC)C)C